4-(1-(2-cyclobutyl-2-((3-(methylsulfonyl)benzyl)oxy)acetamido)cyclopropyl)benzoic acid C1(CCC1)C(C(=O)NC1(CC1)C1=CC=C(C(=O)O)C=C1)OCC1=CC(=CC=C1)S(=O)(=O)C